ClC=1C=C(C=C2C=CC=NC12)C=1NC2=CC=C(C=C2C1C(C)C)C1CCN(CC1)C(CN(C)C)=O 1-(4-(2-(8-chloroquinolin-6-yl)-3-isopropyl-1H-indol-5-yl)piperidin-1-yl)-2-(dimethylamino)ethan-1-one